[N+](=O)([O-])C=C1SCCCN1 tetrahydro-2-(nitromethylene)-2H-1,3-thiazine